C(#C)C=1C=C(C(=CC1)C(=O)O)C(=O)O 4-Ethynylbenzene-1,2-dicarboxylic acid